C(=O)(O)C(CCCCCCCCCC)NC(C(=O)O)CC(=O)O 2-(1-carboxyundecyl)aminosuccinic acid